N-[3-[(6-formyl-1,4-dimethyl-6,7-dihydro-5H-cyclopenta[c]pyridin-3-yl)oxy]propyl]carbamic acid tert-butyl ester C(C)(C)(C)OC(NCCCOC1=C(C2=C(C(=N1)C)CC(C2)C=O)C)=O